C(#N)C=1C=NN2C1C(=CC(=C2)O)N2CCC(CC2)NC(OC(C)(C)C)=O tert-butyl (1-(3-cyano-6-hydroxypyrazolo[1,5-a]pyridin-4-yl)piperidin-4-yl)carbamate